Cl.N1N=NN=C1CN 1-(1H-1,2,3,4-tetrazol-5-yl)methanamine hydrochloride